CC1(CN(C1)C1=CC=C(C=C1)NC=1C=C2CN(C(C2=CC1)=O)C)C 5-((4-(3,3-dimethylazetidin-1-yl)phenyl)amino)-2-methylisoindolin-1-one